C(C1=CC=CC=C1)OC1=NC(=CC=C1N1C(N(C2=C1C=CC(=C2)C2=CCN(CC2)C(=O)OC(C)(C)C)C2CCOCC2)=O)OCC2=CC=CC=C2 tert-butyl 4-(1-(2,6-bis(benzyloxy)pyridin-3-yl)-2-oxo-3-(tetrahydro-2H-pyran-4-yl)-2,3-dihydro-1H-benzo[d]imidazol-5-yl)-5,6-dihydropyridine-1(2H)-carboxylate